2-[4-(4-chlorophenyl)-5-(pyridin-4-yl)-1H-imidazol-1-yl]-N-{5-oxa-2-azaspiro[3.4]octan-7-yl}acetamide ClC1=CC=C(C=C1)C=1N=CN(C1C1=CC=NC=C1)CC(=O)NC1COC2(CNC2)C1